2-(2-chlorophenyl)-N-{4-[5-(2-hydroxy-prop-2-yl)-1-methyl-1H-pyrazol-3-yl]-3-sulfamoylphenyl}acetamide ClC1=C(C=CC=C1)CC(=O)NC1=CC(=C(C=C1)C1=NN(C(=C1)C(C)(C)O)C)S(N)(=O)=O